C1OCC12CN(C2)C2CCC(CC2)NC2=C1C=C(N(C1=CC=C2)CC(F)(F)F)C#CC 3-(4-(((1S,4S)-4-(2-oxa-6-azaspiro[3.3]heptan-6-yl)cyclohexyl)amino)-1-(2,2,2-trifluoroethyl)-1H-indol-2-yl)prop-2-yn